2-((6-chloro-2,3-dihydrobenzofuran-5-yl)amino)-9-(3-hydroxy-3-methylcyclohexyl)-7-methyl-7,9-dihydro-8H-purin-8-one ClC1=CC2=C(CCO2)C=C1NC1=NC=C2N(C(N(C2=N1)C1CC(CCC1)(C)O)=O)C